FC1=C2C(=NC=3N(C2=CC=C1)C(=NN3)C)N3CCCC1=C(C=NC=C31)C#CC(C(F)(F)F)(C)C fluoro-1-methyl-5-(5-(4,4,4-trifluoro-3,3-dimethylbut-1-yn-1-yl)-3,4-dihydro-1,7-naphthyridin-1(2H)-yl)-[1,2,4]triazolo[4,3-a]quinazoline